Octacosanol tetra(pentafluorophenyl)borate FC1=C(C(=C(C(=C1[B-](C1=C(C(=C(C(=C1F)F)F)F)F)(C1=C(C(=C(C(=C1F)F)F)F)F)C1=C(C(=C(C(=C1F)F)F)F)F)F)F)F)F.C(CCCCCCCCCCCCCCCCCCCCCCCCCCC)O